ClC1=NC=C(C(=C1)N1C[C@H]([C@@H](CC1)F)NC(OC(C)(C)C)=O)C=1C=NN(C1)C(F)F tert-butyl ((3R,4R)-1-(2-chloro-5-(1-(difluoromethyl)-1H-pyrazol-4-yl)pyridin-4-yl)-4-fluoropiperidin-3-yl)carbamate